CC=1C=C(C=CC1C)N(C(=O)C1=NN(C=N1)C1=CC=C(C=C1)C(C)C)C N-(3,4-dimethylphenyl)-1-(4-isopropylphenyl)-N-methyl-1H-1,2,4-triazole-3-carboxamide